FC1=C(C=C(C=C1)\C=N\N(C1=NS(C2=C1C=CC(=C2)O)(=O)=O)CC(C)C)OC 3-[[(E)-(4-Fluoro-3-methoxy-phenyl)methylenamino]-isobutyl-amino]-1,1-dioxo-1,2-benzothiazol-6-ol